(3R)-3-(4-Chlorophenyl)-2-[(4-chlorophenyl)methyl]-3-({1-[hydroxy(2H2)methyl]cyclopropyl}(2H2)methoxy)-6-(2-hydroxypropan-2-yl)-2,3-dihydro-1H-isoindol-1-one ClC1=CC=C(C=C1)[C@@]1(N(C(C2=CC(=CC=C12)C(C)(C)O)=O)CC1=CC=C(C=C1)Cl)OC([2H])([2H])C1(CC1)C([2H])([2H])O